di-tert-butyl (2R,4R)-4-((6-chloro-5-fluoro-4-methylpyridin-2-yl) methyl)-2-methylpiperidine-1,4-dicarboxylate ClC1=C(C(=CC(=N1)C[C@@]1(C[C@H](N(CC1)C(=O)OC(C)(C)C)C)C(=O)OC(C)(C)C)C)F